C(#N)C1=C(C=CC=C1)[C@@H]([C@H](C)C=1N(C(C(=C(N1)C(=O)NC=1C=NOC1)O)=O)C)C=1C=NN(C1)CCN(C)C 2-((1r,2s)-1-(2-cyanophenyl)-1-(1-(2-(dimethylamino)ethyl)-1H-pyrazol-4-yl)propan-2-yl)-5-hydroxy-N-(isoxazol-4-yl)-1-methyl-6-oxo-1,6-dihydropyrimidine-4-carboxamide